NC1=C(C=CC(=C1)F)NC(CCCCCNC(=O)C1=CC(=NN1)C1=CC=C(C=C1)NC1CCC1)=O N-{6-[(2-amino-4-fluorophenyl)amino]-6-oxohexyl}-3-[4-(cyclobutylamino)phenyl]-1H-pyrazole-5-carboxamide